((3r,6r)-6-((S)-1-(4-fluorophenyl)-1,2,3,4-tetrahydroisoquinoline-2-carbonyl)-3-(methoxymethyl)tetrahydro-2H-pyran-3-yl)carbamic acid tert-butyl ester C(C)(C)(C)OC(N[C@@]1(CO[C@H](CC1)C(=O)N1[C@H](C2=CC=CC=C2CC1)C1=CC=C(C=C1)F)COC)=O